[Mn].[Fe].[Mg].[Na] sodium-magnesium-iron-manganese